O=C1NC(CCC1N1C(C2=CC=C(C=C2C1=O)C(=O)NCC1=CC=C(C=C1)CN1C=C(C2=CC=CC=C12)C1=CC=C(C=C1)OC)=O)=O 2-(2,6-dioxopiperidin-3-yl)-N-(4-((3-(4-methoxyphenyl)-1H-indol-1-yl)methyl)benzyl)-1,3-dioxoisoindoline-5-carboxamide